C(C)(C)(C)[Si](C)(C)OC1=C(C=CC=C1[N+](=O)[O-])Cl tert-butyl-(2-chloro-6-nitrophenoxy)dimethylsilane